C(CCC)[C@]1(CS(C2=C(N(C1)C1=CC=CC=C1)C=C(C(=C2)O\C=C/C(=O)O)SC)(=O)=O)CC (R)-(Z)-3-((3-butyl-3-ethyl-7-(methylsulfanyl)-1,1-dioxido-5-phenyl-2,3,4,5-tetrahydro-1,5-benzothiazepin-8-yl)oxy)acrylic acid